C(C=C)[C@@H]1[C@H](CCC1)O (1S,2R)-2-ALLYLCYCLOPENTANOL